ClCC(=O)NC1=NOC2=C1C(=CC=C2)OCC2=C(C=CC(=C2)F)Cl 3-(2-chloroacetylamino)-4-(2-chloro-5-fluorobenzyloxy)benzo[d]isoxazole